O=C1NC(CCC1NC1=C(CN2CCN(CC2)C2=CC3=C(N(C(=N3)NC(C3=CC(=CC=C3)C(F)(F)F)=O)C3CCC(CC3)CO)C=C2)C=CC=C1)=O N-(5-(4-(2-((2,6-dioxopiperidin-3-yl)amino)benzyl)piperazin-1-yl)-1-((1s,4s)-4-(hydroxymethyl)cyclohexyl)-1H-benzo[d]imidazol-2-yl)-3-(trifluoromethyl)benzamide